1-(4-(((3'-chloro-2'-(2-chloro-3-((3-fluoro-4-(((2-hydroxyethyl)amino)methyl)pyridin-2-yl)amino)phenyl)-6-methoxy-[2,4'-bipyridin]-5-yl)methyl)amino)piperidin-1-yl)ethan-1-one ClC=1C(=NC=CC1C1=NC(=C(C=C1)CNC1CCN(CC1)C(C)=O)OC)C1=C(C(=CC=C1)NC1=NC=CC(=C1F)CNCCO)Cl